6-bromo-4-methyl-4-(trifluoromethyl)isoquinoline-1,3(2H,4H)-dione BrC=1C=C2C(C(NC(C2=CC1)=O)=O)(C(F)(F)F)C